C(C)(C)(C)OC(CN1N=C(C(=C1)C=1C=NC(=NC1)NC1CC2=CC=CC=C2C1)C1=CC=C(C(=O)OC)C=C1)=O Methyl 4-{1-[2-(tert-butoxy)-2-oxoethyl]-4-{2-[(2,3-dihydro-1H-inden-2-yl)amino]pyrimidin-5-yl}-1H-pyrazol-3-yl}benzoate